CC1(CCC=2C(\C(\C3=CC=CC=C3C2C1)=N/[C@@H](CC1=CC=CC=C1)C(=O)O)=O)C N-[(9Z)-3,3-dimethyl-10-oxo-1,2,3,4,9,10-hexahydrophenanthren-9-ylidene]-L-phenylalanine